N-ethyl-N-methyl-2-(5,6,7-trifluoro-1H-indol-3-yl)ethan-1-amine C(C)N(CCC1=CNC2=C(C(=C(C=C12)F)F)F)C